C(C)(=O)O[C@@]1([C@H](O[C@H]([C@@H]1OC(C)=O)N1C2=NC(=NC(=C2N=C1)Cl)Cl)CO[Si](C1=CC=CC=C1)(C1=CC=CC=C1)C(C)(C)C)C#C (2R,3R,4R,5R)-2-(((tert-butyldiphenylsilyl)oxy)methyl)-5-(2,6-dichloro-9H-purin-9-yl)-3-ethynyltetrahydrofuran-3,4-diyl diacetate